C(C)(C)(C)OC(NC1CCN(CC1)CC1=CC=C(C=C1)N1C(=NC=2C1=NC(=CC2)C2=CC(=CC=C2)NC(C)=O)C=2C(=NC=CC2)N)=O.C(C)C2=C(C1=CC=CC=C1C(=C2)OC(CCC)=O)OC(CCC)=O 2-ethyl-1,4-bis(n-butanoyloxy)naphthalene tert-butyl-N-[1-[[4-[5-(3-acetamidophenyl)-2-(2-amino-3-pyridyl)imidazo[4,5-b]pyridin-3-yl]phenyl]methyl]-4-piperidyl]carbamate